FC1=CC=C(C=C1)N1N=CC2=C1N=CN(C2=O)CC2(CCNCC2)O (4-fluorophenyl)-5-((4-hydroxypiperidin-4-yl)methyl)-1,5-dihydro-4H-pyrazolo[3,4-d]pyrimidin-4-one